[Na].OCCCC(C(=O)O)NCC(=O)O hydroxypropyl-iminodiacetic acid sodium